ClC=1C=2N(C(=NC1N)C1=CC=CC=C1)N=C(N2)C 8-chloro-2-methyl-5-phenyl-[1,2,4]triazolo[1,5-c]pyrimidin-7-amine